NC=1CCC([C@@](N1)(C(F)F)C=1C=C(C=CC1F)NC(=O)C1=NC=C(C=C1)F)(F)F (S)-N-(3-(6-amino-2-(difluoromethyl)-3,3-difluoro-2,3,4,5-tetrahydropyridin-2-yl)-4-fluorophenyl)-5-fluoropyridineamide